5-[[2-(3-chloro-2-pyridyl)-5-(difluoromethoxy)pyrazole-3-carbonyl]amino]-6-methyl-3H-benzotriazole-4-carboxamide ClC=1C(=NC=CC1)N1N=C(C=C1C(=O)NC1=C(C2=C(N=NN2)C=C1C)C(=O)N)OC(F)F